Ethyl (R)-3-((((S)-1-ethylpyrrolidin-2-yl)methyl)carbamoyl)-4-methoxybenzenesulfinate C(C)N1[C@@H](CCC1)CNC(=O)C=1C=C(C=CC1OC)[S@](=O)OCC